N-[8-(Quinolin-4-ylamino)octyl]benzamide N1=CC=C(C2=CC=CC=C12)NCCCCCCCCNC(C1=CC=CC=C1)=O